glucosyl-(1→2)-glucosyl-(1→6)-[glucosyl-(1→2)]-glucose C1([C@H](O)[C@@H](O)[C@H](O)[C@H](O1)CO)O[C@H]1C(O[C@@H]([C@H]([C@@H]1O)O)CO)OC[C@H]([C@H]([C@@H]([C@H](C=O)OC1[C@H](O)[C@@H](O)[C@H](O)[C@H](O1)CO)O)O)O